1-(4-(2-(1H-indazol-1-yl)ethyl)piperazin-1-yl)-2-(2,4-difluorophenyl)-3-(1H-1,2,4-triazol-1-yl)propan-2-ol N1(N=CC2=CC=CC=C12)CCN1CCN(CC1)CC(CN1N=CN=C1)(O)C1=C(C=C(C=C1)F)F